1-(4-fluorophenyl)butane-1,3-dione FC1=CC=C(C=C1)C(CC(C)=O)=O